1-(4,6-diamino-s-triazin-2-yl)propyl-2-methylimidazole NC1=NC(=NC(=N1)N)C(CC)C=1N=C(NC1)C